CC1=C(C=CC(=C1)[N+](=O)[O-])S(=O)(=O)N methyl-4-nitro-benzenesulfonamide